benzylidenmalonate C(C1=CC=CC=C1)=C(C(=O)[O-])C(=O)[O-]